2-(2,6-dioxapiperidin-3-yl)-5,6-difluoroisonicotinamide N1OC(CCO1)C=1C=C(C(=O)N)C(=C(N1)F)F